C1[C@@H]2[C@H]([C@H]([C@@H](O2)N3C4=C(C(=O)NC(=N4)N)N=C3SC5=CC=C(C=C5)Cl)O)OP(=O)(O1)O The molecule is a 3',5'-cyclic purine nucleotide that is 3',5'-cyclic GMP in which the hydrogen at position 2 on the purine fragment is replaced by a 4-chlorophenylthio group. It has a role as a protein kinase agonist. It is a 3',5'-cyclic purine nucleotide, a ribonucleotide, an aryl sulfide and an organochlorine compound. It derives from a 3',5'-cyclic GMP. It is a conjugate acid of an 8-(4-chlorophenylthio)-cGMP(1-).